C(CCC)N(CCO)CCO 2-(N-butyl-N-2-hydroxyethylamino)ethanol